ClC(O)(C(O)CO)C1=CC=CC=C1 chlorophenyl-glycerol